C1=C(C=CC=2C3=CC=CC=C3C3(C12)C1=CC=CC=C1C=1C=CC=CC13)C=1C=C(C=CC1)C1=NC(=NC(=C1)C1=CC=CC=C1)C1=CC=CC=C1 4-[3-(9,9-Spirobi[9H-fluorene]-2-yl)-phenyl]-2,6-diphenylpyrimidine